ClC1=C(C=C(C=C1N(C1=CC=C(C=C1)C)C1=CC=C(C=C1)C)C)N(C1=CC=C(C=C1)C)C1=CC=C(C=C1)C 2-chloro-5-methyl-N1,N1,N3,N3-tetra-p-tolylbenzene-1,3-diamine